CN(CC(C)(O[Co]N([Si](C)(C)C)[Si](C)(C)C)C)C (1-dimethylamino-2-methyl-2-propoxy)[bis(trimethylsilyl)amino]cobalt